S(=O)(=O)=NC(=O)C=1C(=NC(=CC1)C(C)(C)C)C=1C=C(C=CC1)C sulfonyl-6-tert-butyl-2-(m-tolyl)pyridine-3-carboxamide